p-tert-butylcyclohexyl acetate (4-tert-butylcyclohexyl acetate) C(C)(C)(C)C1CCC(CC1)CC(=O)O.C(C)(=O)OC1CCC(CC1)C(C)(C)C